NCC=1C(=C(C(=CC1)Cl)C1=NC(=CC(N1)=O)C(F)(F)F)F 2-[3-(aminomethyl)-6-chloro-2-fluorophenyl]-6-(trifluoromethyl)pyrimidin-4(3H)-one